ClC1=C2C(=CN=CC2=CC=C1)C1=C(C=C2C(=NC(=NC2=C1F)OC[C@H]1N(CCC1)C)N1[C@@H]2CCN([C@@H]2C1)C(C=C)=O)F 1-((1R,5R)-6-(7-(5-chloroisoquinolin-4-yl)-6,8-difluoro-2-(((S)-1-methylpyrrolidin-2-yl)methoxy)quinazolin-4-yl)-2,6-diazabicyclo[3.2.0]hept-2-yl)prop-2-en-1-one